1-methyl-3-methyl-pyrazole CN1N=C(C=C1)C